3-butene-1,2-diol C(C(C=C)O)O